C(=C)[SiH2]OCCOC vinyl-(beta-methoxyethoxy)silane